2-{[(1S)-1-{4-[(4-propenylpiperazin-1-yl)carbonyl]-3-fluorophenyl}ethyl]amino}-8-[(2S)-3-methylbutan-2-yl]pyrido[2,3-d]pyrimidin-7(8H)-one C(=CC)N1CCN(CC1)C(=O)C1=C(C=C(C=C1)[C@H](C)NC=1N=CC2=C(N1)N(C(C=C2)=O)[C@@H](C)C(C)C)F